2-[[(1S,6S)-3-azabicyclo[4.1.0]hept-3-yl]methyl]-6-[3-[1-(4-methyl-1,2,4-triazol-3-yl)cyclobutyl]phenyl]-4-(trifluoromethyl)-1H-pyrrolo[2,3-c]pyridin-7-one [C@H]12CN(CC[C@@H]2C1)CC1=CC2=C(C(N(C=C2C(F)(F)F)C2=CC(=CC=C2)C2(CCC2)C2=NN=CN2C)=O)N1